diethyl ((3-bromo-5-(((tert-butylsulfinyl)amino)methyl)-7-(4,4,4-trifluorobutoxy)benzo[b]thiophen-2-yl)difluoromethyl)phosphonate BrC=1C2=C(SC1C(F)(F)P(OCC)(OCC)=O)C(=CC(=C2)CNS(=O)C(C)(C)C)OCCCC(F)(F)F